S1C(=NC2=C1C=CC=C2)C([C@H](CCCNC(=N)N)NC([C@H](CC(C)C)NC(OC2(CCN(CC2)C(C)=O)CCC2=CC=CC=C2)=O)=O)=O 1-acetyl-4-phenethylpiperidin-4-yl ((S)-1-(((S)-1-(benzo[d]thiazol-2-yl)-5-guanidino-1-oxopentan-2-yl)amino)-4-methyl-1-oxopentan-2-yl)carbamate